BrC1=CC(=NC=C1)C(COC)N 1-(4-bromopyridin-2-yl)-2-methoxyethanamine